N-(2-methylpentan-3-yl)cyclohexane-1,4-diamine CC(C)C(CC)NC1CCC(CC1)N